BrC=1C=C(C(=NC1)N1CC(C1)N(C(OC(C)(C)C)=O)C)NS(N(C)C)(=O)=O tert-Butyl (1-(5-bromo-3-((N,N-dimethylsulfamoyl)amino)pyridin-2-yl)azetidin-3-yl)(methyl)carbamate